difluoromethyl difluoropropyl ether FC(CCOC(F)F)F